Diethyl (4-((4-chloro-7,9-difluoro-2-methyl-5H-pyrimido[5,4-b]indol-5-yl)methyl)benzyl)phosphonate ClC1=NC(=NC2=C1N(C=1C=C(C=C(C21)F)F)CC2=CC=C(CP(OCC)(OCC)=O)C=C2)C